C(C)[C@]1(C(OCC=2C(N3CC=4C(=NC=5C=C(C(=C6C5C4C(CC6)NC(C)=O)O)F)C3=CC21)=O)=O)O N-((9S)-9-ethyl-5-fluoro-4,9-dihydroxy-10,13-dioxo-2,3,9,10,13,15-hexahydro-1H,12H-benzo[de]pyrano[3',4':6,7]indolizino[1,2-b]quinolin-1-yl)acetamide